6-chloro-5'-(5-chloro-2-methylphenyl)-3'-isopropyl-2'-(2-methoxy-4-methylphenyl)-3'H-spiro[indoline-3,4'-pyrrolo[3,4-d]imidazole]-2,6'(5'H)-dione ClC1=CC=C2C(=C1)NC(C21N(C(C=2N=C(N(C21)C(C)C)C2=C(C=C(C=C2)C)OC)=O)C2=C(C=CC(=C2)Cl)C)=O